6-(3-chloro-5-fluoro-4-hydroxyphenyl)-5-methyl-4,5-dihydro-2H-pyridazin-3-one ClC=1C=C(C=C(C1O)F)C=1C(CC(NN1)=O)C